(R)-3-((5-(4-cyano-2-hydroxyphenyl)pyrido[2,3-d]pyridazin-8-yl)amino)piperidine-1-carboxylic acid C(#N)C1=CC(=C(C=C1)C1=C2C(=C(N=N1)N[C@H]1CN(CCC1)C(=O)O)N=CC=C2)O